OC1=C(C=C(C=C1)C1C(C2(N3CCCC13)C(C1=CC=CC3=CC=CC2=C13)=O)C(C1=CC=C(C=C1)O)=O)OC (4-hydroxy-3-methoxyphenyl)-2'-(4-hydroxybenzoyl)-1',2',5',6',7',7a'-hexahydro-2H-spiro[acenaphthylene-1,3'-pyrrolizin]-2-one